C(C)OC(CNC(=O)C1=CC2=C(N=CN2)C=C1)C benzoimidazole-5-carboxylic acid (2-ethoxy-propyl)-amide